6-(4-(5-((7-cyclobutoxy-4-oxo-3,4-dihydrophthalazin-1-yl)methyl)-2-fluorobenzoyl)piperazin-1-yl)-5-methoxynicotinonitrile C1(CCC1)OC1=CC=C2C(NN=C(C2=C1)CC=1C=CC(=C(C(=O)N2CCN(CC2)C2=NC=C(C#N)C=C2OC)C1)F)=O